NC=1NC(C=2N(C(N(C2N1)[C@@H]1O[C@@H]([C@H]([C@H]1O)F)CO)=O)CC1CC1)=O 1-((2-Amino-9-((2R,3S,4S,5R)-4-fluoro-3-hydroxy-5-(hydroxymethyl)tetrahydrofuran-2-yl)-6,8-dioxo-1,6,8,9-tetrahydro-7H-purin-7-yl)methyl)cyclopropan